C(C)(C)(C)OC(=O)NC1=CC=C(OCC(COCC)O)C=C1 1-(4-tert-butoxycarbonylaminophenoxy)-3-ethoxypropan-2-ol